5-bromo-N,N,2-trimethyl-benzenesulfonamide BrC=1C=CC(=C(C1)S(=O)(=O)N(C)C)C